4-(5-(dibenzylamino)-6-((3-hydroxy-3-methylbutan-2-yl)oxy)pyrazolo[1,5-a]pyrimidin-3-yl)-2-(difluoromethoxy)-N-((1R,2S)-2-fluorocyclopropyl)-6-methoxybenzamide C(C1=CC=CC=C1)N(C1=NC=2N(C=C1OC(C)C(C)(C)O)N=CC2C2=CC(=C(C(=O)N[C@H]1[C@H](C1)F)C(=C2)OC)OC(F)F)CC2=CC=CC=C2